[N+](=O)([O-])[O-].[Sn+4].[N+](=O)([O-])[O-].[N+](=O)([O-])[O-].[N+](=O)([O-])[O-] Tin(IV) nitrate